C1(=CC=CC=C1)C1OC2=C(CC1)C=CC=C2 2-phenyl-3,4-dihydro-2H-1-benzopyran